N-(4-chlorophenyl)-N-methyl-6-morpholinopyrazine-2-carboxamide ClC1=CC=C(C=C1)N(C(=O)C1=NC(=CN=C1)N1CCOCC1)C